4-(2-methoxyethoxy)-1-(oxetan-2-ylmethyl)-1H-benzo[d]imidazole-6-carboxylate COCCOC1=CC(=CC=2N(C=NC21)CC2OCC2)C(=O)[O-]